6-[5-(difluoromethyl)-2-thienyl]-3-methyl-1-[(3-methyl-1,2,4-oxadiazol-5-yl)methyl]imidazo[4,5-b]pyridin-2-one FC(C1=CC=C(S1)C=1C=C2C(=NC1)N(C(N2CC2=NC(=NO2)C)=O)C)F